2-Chloro-N-(4-(1-methyl-5-(3-(3-(trifluoromethyl)-3H-diazirin-3-yl)benzamido)-1H-pyrazol-3-yl)phenyl)-N-(prop-2-yn-1-yl)benzamide ClC1=C(C(=O)N(CC#C)C2=CC=C(C=C2)C2=NN(C(=C2)NC(C2=CC(=CC=C2)C2(N=N2)C(F)(F)F)=O)C)C=CC=C1